FC1=C(C=C(C=C1)F)C1=NC=NC(=C1NC(=O)C1=CC(=NO1)OC(C)C)C1OCC(CC1)(F)F N-(4-(2,5-difluorophenyl)-6-(5,5-difluorotetrahydro-2H-pyran-2-yl)pyrimidin-5-yl)-3-isopropoxyisoxazole-5-carboxamide